methyl-p-nitrophenyl-triazene CNN=NC1=CC=C(C=C1)[N+](=O)[O-]